N-[(1S)-1-[(1S)-indan-1-yl]-2-[4-(3-methylimidazol-4-yl)anilino]-2-oxo-ethyl]-2-methyl-pyrazole-3-carboxamide [C@@H]1(CCC2=CC=CC=C12)[C@@H](C(=O)NC1=CC=C(C=C1)C=1N(C=NC1)C)NC(=O)C=1N(N=CC1)C